1-(4-isobutyramidophenyl)pyrrolidin C(C(C)C)(=O)NC1=CC=C(C=C1)N1CCCC1